N-[(1S)-1-[2-(5-cyano-2-pyridyl)-1,2,4-triazol-3-yl]ethyl]-3-cyclopropyl-5-(trifluoromethyl)-1H-indazole-7-carboxamide C(#N)C=1C=CC(=NC1)N1N=CN=C1[C@H](C)NC(=O)C=1C=C(C=C2C(=NNC12)C1CC1)C(F)(F)F